(3-chloro-2-ethyl-4-pyridinyl)boronic acid ClC=1C(=NC=CC1B(O)O)CC